aminoglycerol phosphate P(=O)(O)(O)OC(C(O)CO)N